S1C(SCC1)(C1=CC=C(C=C1)O)C1=CC=C(C=C1)O 4,4'-(1,3-Dithiacyclopent-2,2-diyl)diphenol